6-(Cyclohexyloxy)hexanoic acid C1(CCCCC1)OCCCCCC(=O)O